C(C)(C)(C)[Si](C)(C)CO[C@H]1[C@@H](C1)CO |r| (rac)-trans-(2-((tertbutyldimethylsilyl)methoxy)cyclopropyl)methanol